BrC(C(=O)N)(C#N)Br dibromo-3-nitrilopropionamide